2-decyl-tetradecynol C(CCCCCCCCC)C(CO)C#CCCCCCCCCCC